ClC1=CC=C(C=C1)NC(=O)C1=C(CCC1)C(=O)O N-(4-chlorophenyl)-1-cyclopentene-1,2-dicarboxylic acid monoamide